tert-butyl 4-(4-(3-(2,6-dioxopiperidin-3-yl)-2-oxoimidazolidin-1-yl)phenyl)piperidine-1-carboxylate O=C1NC(CCC1N1C(N(CC1)C1=CC=C(C=C1)C1CCN(CC1)C(=O)OC(C)(C)C)=O)=O